Cl.C(C)OC1=C(OC[C@H]2CNCCO2)C=CC=C1 |r| (+-)-2-[(2-ethoxyphenoxy)methyl]morpholine hydrochloride